FC1=CC=C(C=C1)N1C(C(=C(C=C1)OC)C(=O)Cl)=O (4-fluorophenyl)-4-methoxy-2-oxo-1,2-dihydropyridine-3-carbonyl chloride